(±)-endo-N-(3-(4-(3-(aminomethyl)phenyl)piperidine-1-carbonyl)phenyl)-5,6-syn-dihydroxybicyclo[2.2.1]heptane-2-carboxamide NCC=1C=C(C=CC1)C1CCN(CC1)C(=O)C=1C=C(C=CC1)NC(=O)C1C2C(C(C(C1)C2)O)O